2-(2,5-Dichlorophenyl)-N-(4-(hydroxymethyl)-2,6-dimethylphenyl)thiazole-4-carboxamide ClC1=C(C=C(C=C1)Cl)C=1SC=C(N1)C(=O)NC1=C(C=C(C=C1C)CO)C